2-chloro-N-(5-ethyl-2-oxo-1-phenylcyclohexyl)acetamide tert-butyl-3-((5-bromo-2-nitrophenyl)amino)piperidine-1-carboxylate C(C)(C)(C)OC(=O)N1CC(CCC1)NC1=C(C=CC(=C1)Br)[N+](=O)[O-].ClCC(=O)NC1(C(CCC(C1)CC)=O)C1=CC=CC=C1